[Mn].[N].[N].[N].[N] tetranitrogen manganese